C(C1=CC=CC=C1)OC1=CC=C2C(=C(CCC2=C1)C1=CC=CC=C1)C1=CC=C(C=C1)OCC(OCC)OCC 7-benzyloxy-4-[4-(2,2-diethoxyethoxy)phenyl]-3-phenyl-1,2-dihydronaphthalene